C(C)(=O)N(N)C(CN)=O N-acetyl-glycine-hydrazide